3-chloro-5-(3-isopropyl-5-(1-(2-(2-methoxyethoxy)ethyl)piperidin-4-yl)-1H-indol-2-yl)-1,4-dimethylpyridin-2(1H)-one ClC=1C(N(C=C(C1C)C=1NC2=CC=C(C=C2C1C(C)C)C1CCN(CC1)CCOCCOC)C)=O